N-methyl-N-((1r,4r)-4-(methylamino)cyclohexyl)acetamide 2,2,2-trifluoroacetate FC(C(=O)O)(F)F.CN(C(C)=O)C1CCC(CC1)NC